FC=1C(=NC=C(C1)C(C(C(F)(F)F)(F)F)(F)F)NC(C1=C(C=CC(=C1)[N+](=O)[O-])SC1=NN=NN1CCOCCO)=O N-[3-fluoro-5-(1,1,2,2,3,3,3-heptafluoropropyl)-2-pyridyl]-2-[1-[2-(2-hydroxyethoxy)ethyl]tetrazol-5-yl]sulfanyl-5-nitro-benzamide